CN1CC(CCC1)CNC(CCCCCCCCC(=O)OCC(CCCCCC)CCCC)CCCCCCCCC(=O)OCC(CCCCCC)CCCC bis(2-butyloctyl) 10-(((1-methylpiperidin-3-yl)methyl)amino)nonadecanedioate